7,9-dioxaspiro[4.5]decan-6-one C1CCCC12C(OCOC2)=O